C1=C(C=CC2=CC=CC=C12)\C(\C)=N/NC(CCCCC)=O (Z)-N'-(1-(naphthalen-2-yl)ethylidene)hexanehydrazide